5-chloro-1-(1-cyclopropyl-1H-pyrazol-4-yl)-6-[4-(methylsulfonyl)piperidin-1-yl]-1H-indazole ClC=1C=C2C=NN(C2=CC1N1CCC(CC1)S(=O)(=O)C)C=1C=NN(C1)C1CC1